Methyl 5-[4-({4-[({2-chloro-[1,1'-biphenyl]-4-yl}methyl)amino]butyl}amino)butyl]benzo[c]2,6-naphthyridine-8-carboxylate ClC1=C(C=CC(=C1)CNCCCCNCCCCC1=NC2=C(C3=CN=CC=C13)C=CC(=C2)C(=O)OC)C2=CC=CC=C2